(E)-4,4'-(((1-(Dec-2-en-1-yloxy)ethane-1,1-diyl)bis(oxy))bis(methylene))bis(2,2-dimethyl-1,3-dioxolane) C(\C=C\CCCCCCC)OC(C)(OCC1OC(OC1)(C)C)OCC1OC(OC1)(C)C